2-((2-(diethylamino)ethyl)thio)succinate C(C)N(CCSC(C(=O)[O-])CC(=O)[O-])CC